ClCCC1=CC2=CC(N=C2C=C1Cl)=O 5-chloroethyl-6-chloroindole-2-one